chloro Propyl-vinyl ether C(CC)C=COCl